(R)-N-(1-(2-chloro-6-fluoro-3-methoxyphenyl)-1,4,5,7-tetrahydropyrano[3,4-c]pyrazol-4-yl)-4,5-dimethylpyridinecarboxamide ClC1=C(C(=CC=C1OC)F)N1N=CC2=C1COC[C@@H]2NC(=O)C2=NC=C(C(=C2)C)C